FC(C(=O)O)(F)F.ClC1=NNC2=CC(=CC(=C12)NC=1NCC(CN1)F)C(=O)NCC(=O)N[C@@H](CC(=O)OC)C1=CC(=CC(=C1)C(F)(F)F)Cl methyl (3S)-3-(2-(3-chloro-4-((5-fluoro-1,4,5,6-tetrahydropyrimidin-2-yl)amino)-1H-indazole-6-carboxamido)acetamido)-3-(3-chloro-5-(trifluoromethyl)phenyl)propanoate trifluoroacetate